N-cyano-4-methoxypicolinimidamide C(#N)NC(C1=NC=CC(=C1)OC)=N